ClC=1N=C(C2=C(N1)C(=C(N=C2)Cl)F)N2CCN(CCC2)C(=O)OC(C)(C)C tert-butyl 4-(2,7-dichloro-8-fluoropyrido[4,3-d]pyrimidin-4-yl)-1,4-diazepane-1-carboxylate